4-Sulfamoylbenzoic acid [3-(3-ethyl-4-oxo-spiro[6,8-dihydro-5H-pyrazolo[4,3-c]azepin-7,4'-tetrahydropyran]-1-yl)-2,2-dimethyl-propyl] ester C(C)C1=NN(C2=C1C(NCC1(CCOCC1)C2)=O)CC(COC(C2=CC=C(C=C2)S(N)(=O)=O)=O)(C)C